NC1=C(C=C(OC2=CC(=NC=C2)C(=O)NC([2H])([2H])[2H])C=C1)F 4-(4-amino-3-fluorophenoxy)-N-(methyl-d3)Picolinamide